C(CCC)C1=CC=C(C=C1)S(=O)(=O)NC=1SC(=NN1)C 4-butyl-N-(5-methyl-1,3,4-thiadiazol-2-yl)benzene-1-sulfonamide